BrC=1C=C2C(=NC1NC1=C(C=C(C=C1)F)F)C=CN2S(=O)(=O)CC 6-bromo-N-(2,4-difluorophenyl)-1-(ethylsulfonyl)-1H-pyrrolo[3,2-b]pyridin-5-amine